N1=CC(=CC=C1)C1=NC(=CC2=C1N=CN(C2=O)CC(C(F)(F)F)O)C2=CC=C(C=C2)C(F)(F)F 8-(pyridin-3-yl)-3-(3,3,3-trifluoro-2-hydroxypropyl)-6-(4-(trifluoromethyl)phenyl)pyrido[3,4-d]pyrimidin-4(3H)-one